BrC=1C=C(C=C(C1)N1[C@@H](COCC1)C)C1(C(OCC1)C)O 3-(3-bromo-5-((R)-3-methylmorpholino)phenyl)-2-methyltetrahydrofuran-3-ol